5-((2-((4,4-difluorocyclohexyl)amino)cyclohexyl)(methyl)amino)-2-(2,6-dioxopiperidin-3-yl)-4-hydroxyisoindoline-1,3-dione FC1(CCC(CC1)NC1C(CCCC1)N(C=1C(=C2C(N(C(C2=CC1)=O)C1C(NC(CC1)=O)=O)=O)O)C)F